N-((1R,5S,7R)-2-oxabicyclo[3.2.0]heptan-7-yl)-8-(methylamino)-6-((2-oxo-2H-[1,2'-bipyridin]-3-yl)amino)imidazo[1,2-b]pyridazine-3-carboxamide [C@H]12OCC[C@@H]2C[C@H]1NC(=O)C1=CN=C2N1N=C(C=C2NC)NC=2C(N(C=CC2)C2=NC=CC=C2)=O